1,2-bis(anilino)ethane N(C1=CC=CC=C1)CCNC1=CC=CC=C1